FC(OC1=CC=C(C=C1)C1=CN=C2N1C=CN=C2CC2=CC(=C(C(=O)NC)C=C2)C)F 4-((3-(4-(difluoromethoxy)phenyl)imidazo[1,2-a]pyrazin-8-yl)methyl)-N,2-dimethylbenzamide